4-([1,1'-Bi(cyclopropane)]-2-yl)-3-chloro-6-(2,4-dimethoxypyrimidin-5-yl)pyridazine-5-d C1(C(C1)C1=C(N=NC(=C1[2H])C=1C(=NC(=NC1)OC)OC)Cl)C1CC1